2-Benzyl-4,4,8-trimethyl-3,5-dihydro-1H-pyrido[4,3-b]indole C(C1=CC=CC=C1)N1CC2=C(NC=3C=CC(=CC23)C)C(C1)(C)C